CC=1N=NN(C1C)[C@H]1CCC2=CC(=CC=C12)N1C(=NC=2C1=NC(=CC2)N2N=CC=C2)C=2C(=NC=CC2)N (S)-3-(3-(1-(4,5-dimethyl-1H-1,2,3-triazol-1-yl)-2,3-dihydro-1H-inden-5-yl)-5-(1H-pyrazol-1-yl)-3H-imidazo[4,5-b]pyridin-2-yl)pyridin-2-amine